C[C@@H](C(=O)NCC(=O)N[C@@H](CC1=CN=CN1)C(=O)O)N The molecule is a tripeptide composed of L-alanine, glycine, and L-histidine joined in sequence by peptide linkages. It has a role as a metabolite. It derives from a L-alanine, a glycine and a L-histidine.